2-amino-7-(3-(2-fluoro-4-(2-fluoropyridin-3-yl)phenyl)-1,2,4-oxadiazol-5-yl)-4,5,6,7-tetrahydrobenzo[b]thiophene-3-carbonitrile NC1=C(C2=C(S1)C(CCC2)C2=NC(=NO2)C2=C(C=C(C=C2)C=2C(=NC=CC2)F)F)C#N